FC=1C(=CC(=C(C(=O)NC2=C(C=CC=C2)C)C1)O[C@@H](C)CCC)N1N=C(N(C1=O)C(C)C)C 5-fluoro-4-[3-methyl-5-oxo-4-(propan-2-yl)-4,5-dihydro-1H-1,2,4-triazol-1-yl]-N-(2-methylphenyl)-2-[(2S)-pentan-2-yloxy]benzamide